[3-[4-(5-cyclobutyl-1H-1,2,4-triazol-3-yl)phenyl]azetidin-1-yl]-[6-(3-cyclopropyl-1,2,4-triazol-1-yl)-2-azaspiro[3.3]heptan-2-yl]methanone C1(CCC1)C1=NC(=NN1)C1=CC=C(C=C1)C1CN(C1)C(=O)N1CC2(C1)CC(C2)N2N=C(N=C2)C2CC2